C(CC(=C)C)NS(=O)(=O)C1=CC=C(C=C1)C1=CC=C(C=C1)OCC#C N-isopentenyl-4'-propargyloxy-4-biphenylsulfonamide